C1(=CC(=CC=C1)CCC(=O)O)C 3-(meta-tolyl)propanoic acid